FC1=CC=C(C=C1)C1=NN2C(CNCC2)=C1C1=C2C(=NC=C1)CN(O2)C 7-(2-(4-fluorophenyl)-4,5,6,7-tetrahydropyrazolo[1,5-a]pyrazin-3-yl)-2-methyl-2,3-dihydroisoxazolo[4,5-b]pyridine